C1(=CC=CC=C1)C1(CCOCC1)C(=O)N[C@H](C(=O)O)CCCCCCCC1=NC=2NCCCC2C=C1 (S)-2-(4-phenyltetrahydro-2H-pyran-4-carboxamido)-9-(5,6,7,8-tetrahydro-1,8-naphthyridin-2-yl)nonanoic acid